C(C)OC(=O)[C@@]1([C@H](C1)F)C#N |r| racemic-(1S,2S)-1-cyano-2-fluorocyclopropane-1-carboxylic acid ethyl ester